{2-fluoro-4-methyl-5-[7-(morpholin-4-yl)-1-[(3s)-piperidin-3-yl]indazol-5-yl]phenyl}pyrazole-4-carboxamide FC1=C(C=C(C(=C1)C)C=1C=C2C=NN(C2=C(C1)N1CCOCC1)[C@@H]1CNCCC1)C1=NNC=C1C(=O)N